1-indanyl 2-bromoacetate BrCC(=O)OC1CCC2=CC=CC=C12